6-fluoro-1-(3-methoxycyclobutyl)-7-[(2R)-2-{[(3-methylpyridin-2-yl)oxy]methyl}pyrrolidin-1-yl]-4-oxo-1,4-dihydroquinoline-3-carboxylic acid FC=1C=C2C(C(=CN(C2=CC1N1[C@H](CCC1)COC1=NC=CC=C1C)C1CC(C1)OC)C(=O)O)=O